N-butylamine hydrobromide Br.C(CCC)N